C(=O)C(C(=O)O)(O)C1=CC=CC=C1 formylmandelic acid